5-chloro-N4-ethyl-N2-(2-methoxy-4-((4-morpholinopiperidin-1-yl)sulfonyl)phenyl)-7H-pyrrolo[2,3-d]pyrimidine-2,4-diamine ClC1=CNC=2N=C(N=C(C21)NCC)NC2=C(C=C(C=C2)S(=O)(=O)N2CCC(CC2)N2CCOCC2)OC